2-[(3R)-3-hydroxy-1-piperidyl]-4-[[5-(4-hydroxy-1-piperidyl)-2-pyridyl]amino]-6H-1,6-naphthyridin-5-one O[C@H]1CN(CCC1)C1=NC=2C=CNC(C2C(=C1)NC1=NC=C(C=C1)N1CCC(CC1)O)=O